CN1N=NC2=C1C=CC(=C2C)[C@@H](CC(=O)O)C=2C=C(C1=C(C=CS1)C2)CN2C[C@H](OC1=C(C2)N=C(C=C1)NC)CC (3S)-3-(1,4-dimethyl-1H-benzotriazol-5-yl)-3-(7-{[(2R)-2-ethyl-7-(methylamino)-2,3-dihydropyrido[2,3-f][1,4]oxazepin-4(5H)-yl]methyl}-1-benzothiophen-5-yl)propanoic acid